1,4-dimethyl-2-(4-(methylsulfonyl)phenyl)-6-(4-(4-(tetrahydro-2H-pyran-4-yl)piperazin-1-yl)phenyl)-1H-pyrrolo[3,2-c]pyridine CN1C(=CC=2C(=NC(=CC21)C2=CC=C(C=C2)N2CCN(CC2)C2CCOCC2)C)C2=CC=C(C=C2)S(=O)(=O)C